3-aminobutyl-(dipropyloxymethoxysilane) NC(CC[SiH2]OC(OCCC)OCCC)C